(1-cyano-2-hexyl-cyclopropyl)pyridine-3-carbonitrile C(#N)C1(C(C1)CCCCCC)C1=NC=CC=C1C#N